COC(C(C(C1=CC=C(C=C1)Cl)O)NC(=O)OC(C)(C)C)=O cis-2-[(tert-Butoxycarbonyl)amino]-3-hydroxy-3-(4-chlorophenyl)propanoic acid methyl ester